(S)-6-(1-amino-1,3-dihydro-spiro[inden-2,4'-piperidin]-1'-yl)-3-(1-(2-amino-3-chloropyridin-4-yl)vinyl)-1,5-dihydro-4H-pyrazolo[3,4-d]pyrimidin-4-one N[C@@H]1C2=CC=CC=C2CC12CCN(CC2)C=2NC(C1=C(N2)NN=C1C(=C)C1=C(C(=NC=C1)N)Cl)=O